methyl 5-[2-(2-{[(3-methoxyphenyl)(methyl)oxo-λ6-sulfanylidene]amino}phenyl)ethynyl]pyridine-2-carboxylate COC=1C=C(C=CC1)S(=O)(C)=NC1=C(C=CC=C1)C#CC=1C=CC(=NC1)C(=O)OC